C(C1=CC=CC=C1)OC(=O)N[C@H](C(=O)O)CC12CC(C1)(C2)C(=O)OC(C)(C)C (S)-2-(((benzyloxy)carbonyl)amino)-3-(3-(tert-butoxycarbonyl)bicyclo[1.1.1]pentan-1-yl)propanoic acid